CC(C)(C1=CC=CC=C1)NC(=O)C=1C=2C[C@@H]3[C@H](C2N(N1)C1=C(C=C(C=C1)F)F)C3 (1aR,5aR)-2-(2,4-Difluoro-phenyl)-1a,2,5,5a-tetrahydro-1H-2,3-diaza-cyclopropa[a]pentalene-4-carboxylic Acid (1-Methyl-1-phenyl-ethyl)-amide